2-([diphenylmethylene]amino)-5-methylhex-4-enoic acid tert-butyl ester C(C)(C)(C)OC(C(CC=C(C)C)N=C(C1=CC=CC=C1)C1=CC=CC=C1)=O